(R)-tert-butyl 3-(3-chloro-4-(dimethylcarbamoyl)phenylamino)-1,4'-bipiperidine-1'-carboxylate ClC=1C=C(C=CC1C(N(C)C)=O)N[C@H]1CN(CCC1)C1CCN(CC1)C(=O)OC(C)(C)C